F[Sb-](F)(F)(F)(F)F.C(C1=CC=C(C=C1)OC)[S+](C1=CC=CC=C1)C1=CC=CC=C1 anisyldiphenylsulfonium hexafluoroantimonate